[1,1'-bis(1-indenyl)methyl]titanium dichloride [Cl-].[Cl-].C1(C=CC2=CC=CC=C12)C(C1C=CC2=CC=CC=C12)[Ti+2]